3-t-butoxycarbonyl-aminoazetidine C(C)(C)(C)OC(=O)C1CN(C1)N